C12(CC3CC(CC(C1)C3)C2)CC(=O)NCCN2CCN(CC2)C(COC2=C(C=C3C(=NC(=NC3=C2)C)N[C@H](C)C2=CC(=CC=C2)Br)OC)=O 2-((3r,5r,7r)-adamantan-1-yl)-N-(2-(4-(2-((4-(((R)-1-(3-bromophenyl)ethyl)-amino)-6-methoxy-2-methylquinazolin-7-yl)oxy)acetyl)piperazin-1-yl)ethyl)acetamide